BrC1=C2N=CC=NC2=CC(=C1)C1(CC(C1)C)C1=NN=CN1C 5-bromo-7-(3-methyl-1-(4-methyl-4H-1,2,4-triazol-3-yl)cyclobutyl)quinoxaline